C(=O)(O)CC1=CC=C(C=C1)C1=CNC(=C1C)C1=CC=CC=C1 3-(4-(Carboxymethyl)phenyl)-4-methyl-5-phenyl-1H-pyrrol